4-chloro-2-(naphthalen-1-yl)-6-nitroquinazoline ClC1=NC(=NC2=CC=C(C=C12)[N+](=O)[O-])C1=CC=CC2=CC=CC=C12